1-(1-(1-(((1R,5S,8s)-3-Azabicyclo[3.2.1]octan-8-yl)methyl)piperidin-4-yl)-3-methyl-1H-pyrrolo[2,3-b]pyridin-5-yl)dihydropyrimidine-2,4(1H,3H)-dione [C@@H]12CNC[C@@H](CC1)C2CN2CCC(CC2)N2C=C(C=1C2=NC=C(C1)N1C(NC(CC1)=O)=O)C